4-(ethylsulfonamido)-N-(4-(1-methyl-1H-1,2,4-triazol-3-yl)-3-(2,2,2-trifluoroethoxy)phenyl)-2-(6-azaspiro[2.5]octan-6-yl)benzamide C(C)S(=O)(=O)NC1=CC(=C(C(=O)NC2=CC(=C(C=C2)C2=NN(C=N2)C)OCC(F)(F)F)C=C1)N1CCC2(CC2)CC1